1-(3-fluorophenyl)-3-(5-(4-methoxyphenyl)-1,3,4-thiadiazol-2-yl)urea FC=1C=C(C=CC1)NC(=O)NC=1SC(=NN1)C1=CC=C(C=C1)OC